[Si](C)(C)(C(C)(C)C)O[C@@H]1CC(N(CC1)C(=O)OC(C)(C)C)=O tert-butyl (S)-4-((tert-butyldimethylsilyl)oxy)-2-oxopiperidine-1-carboxylate